6-Methoxy-2,3-dihydrobenzofuran-7-sulfonyl Chloride COC1=C(C2=C(CCO2)C=C1)S(=O)(=O)Cl